Cl.F[C@H]1COCC[C@H]1N (3R,4R)-3-fluorotetrahydro-2H-pyran-4-amine hydrochloride